C(CCCCCCCCCCCCCCC)[Si](OC)(OC)OC n-Hexadecyltrimethoxysilane